CN(C(C1=CC=C(C=C1)C=1C=NC(=NC1)NC1=CC2=C(OC[C@H]3N2C(C2(C3)CC2)=O)N=C1)=O)C (S)-N,N-dimethyl-4-(2-((9'-oxo-6a',7'-dihydro-6'H,9'H-spiro[cyclopropane-1,8'-pyrido[2,3-b]-pyrrolo[1,2-d][1,4]-oxazin]-2'-yl)amino)-pyrimidin-5-yl)benzamide